C(#N)C(C)OC1=CC(=C(C=N1)OCC(C#N)(C)C)C1=CC=2N(C=C1)N=C(C2)NC2=NC(=NC(=C2)C)C 3-[[6-(1-cyanoethoxy)-4-[2-[(2,6-dimethylpyrimidin-4-yl)amino]pyrazolo[1,5-a]pyridin-5-yl]-3-pyridyl]oxy]-2,2-dimethyl-propanenitrile